(S)-N-(1-(3-chloro-2-fluoropyridin-4-yl)pent-4-en-1-ylidene)-2-methylpropane-2-sulfinamide ClC=1C(=NC=CC1C(CCC=C)=N[S@@](=O)C(C)(C)C)F